5-(4-chloro-3-fluorophenyl)-7-(2-methoxyethyl)-3-(2-oxo-2-(pyrrolidin-1-yl)ethyl)-3H-pyrrolo[2,3-d]pyrimidin-4(7H)-one ClC1=C(C=C(C=C1)C1=CN(C=2N=CN(C(C21)=O)CC(N2CCCC2)=O)CCOC)F